Cl.CNC1(CC1)CNC(OCC1C2=CC=CC=C2C=2C=CC=CC12)=O (9H-Fluoren-9-yl)methyl ((1-(methylamino)cyclopropyl)methyl)carbamate hydrochloride